3-(1-isopropylimidazol-4-yl)-N-[(4-methoxyphenyl)methyl]amide C(C)(C)N1C=NC(=C1)C=1C=C(C=CC1OC)C[NH-]